5-[4-(4-methoxypyrrolidin-3-yl)oxy-2-methyl-pyrazol-3-yl]pyrazolo[1,5-a]pyridin COC1C(CNC1)OC1=C(N(N=C1)C)C1=CC=2N(C=C1)N=CC2